6-(2-chloro-5-fluoropyrimidin-4-yl)-N,N-diethylbenzo[d]thiazol-2-amine ClC1=NC=C(C(=N1)C1=CC2=C(N=C(S2)N(CC)CC)C=C1)F